C(#N)[C@H](C[C@H]1C(NCC1)=O)NC(=O)[C@@H]1[C@H]2C([C@H]2CN1C([C@H](C(C)(C)C)NC(=S)NC)=O)(C)C (1R,2S,5S)-N-((S)-1-cyano-2-((S)-2-oxopyrrolidin-3-yl)ethyl)-3-((S)-3,3-dimethyl-2-(3-methylthioureido)butanoyl)-6,6-dimethyl-3-azabicyclo[3.1.0]hexane-2-carboxamide